3,4-bis(diisobutylphosphino)-2-ethylthiophene C(C(C)C)P(C1=C(SC=C1P(CC(C)C)CC(C)C)CC)CC(C)C